methyl 2-[4-[6-[5-(3-chlorophenyl)-1H-imidazol-4-yl]-1,5-naphthyridin-3-yl]piperazin-2-yl]acetate ClC=1C=C(C=CC1)C1=C(N=CN1)C=1N=C2C=C(C=NC2=CC1)N1CC(NCC1)CC(=O)OC